ethyl 4-(benzyloxy)-7-isopropyl-11-oxo-2,6,7,11-tetrahydro-1H-furo[2,3-H]pyrido[2,1-a]isoquinoline-10-carboxylate C(C1=CC=CC=C1)OC1=CC=2CC(N3C(C2C2=C1OCC2)=CC(C(=C3)C(=O)OCC)=O)C(C)C